[I-].FC1=C(C=C(C=C1)NC(=O)C=1N(C=C2C1OC[C@H]1[C@@H](NS2(=O)=O)C[NH2+]C1)C)C(F)(F)F (3aR,10aR)-8-((4-fluoro-3-(trifluoromethyl)phenyl)carbamoyl)-7-methyl-2,3,3a,4,10,10a-hexahydro-1H,7H-dipyrrolo[3,4-b:3',4'-f][1,4,5]oxathiazocin-2-ium 5,5-dioxide iodide